C(=O)C1=CC=C(CNC(OC(C)(C)C)=O)C=C1 tert-butyl (4-formylbenzyl)carbamate